N-cyclohexyl-2-(4-(2-(cyclohexylamino)-2-oxoethoxy)-3-methoxyphenyl)-2-oxoacetamide C1(CCCCC1)NC(C(=O)C1=CC(=C(C=C1)OCC(=O)NC1CCCCC1)OC)=O